C(C)(C)(C)OC(=O)N1[C@@H](CCC1)C(=O)NC1=CC=C(S1)C(=O)O (S)-5-(1-(tert-butoxycarbonyl)pyrrolidine-2-carboxamido)thiophene-2-carboxylic acid